4-(2,2-difluoroethoxy)pyridine-3-carboxamide FC(COC1=C(C=NC=C1)C(=O)N)F